2-(3-cyano-4-{[(3S,3aR,6S,6aR)-6-isopropoxyhexahydrofuro[3,2-b]furan-3-yl]oxy}phenyl)-4-methylthiazole-5-carboxylic acid C(#N)C=1C=C(C=CC1O[C@@H]1[C@@H]2[C@H](OC1)[C@H](CO2)OC(C)C)C=2SC(=C(N2)C)C(=O)O